methyl N-methyl-N-(1-(((R)-1-methylaziridin-2-yl)sulfonyl)azetidine-3-carbonyl)-L-valinate CN([C@@H](C(C)C)C(=O)OC)C(=O)C1CN(C1)S(=O)(=O)C1[N@@](C1)C